2,5-dimethyl-2,5-di(2-ethylhexyl-peroxy)hexane CC(C)(CCC(C)(OOCC(CCCC)CC)C)OOCC(CCCC)CC